4-amino-3-(3-hydroxyprop-1-ynyl)pyrazolo[3,4-d]Pyrimidine NC1=C2C(=NC=N1)NN=C2C#CCO